FC(S(=O)(=O)OC1=C(C=C2C(=NC=NC2=C1)N1CCN(CCC1)S(NC(=O)OC(C)(C)C)(=O)=O)OC)(F)F 4-(4-(N-(tert-butoxycarbonyl) sulfamoyl)-1,4-diazepan-1-yl)-6-methoxyquinazolin-7-yl trifluoromethanesulfonate